C(CCC)[NH3+] 1-butylammonium